2-fluoro-4-(3-(2-methyl-2H-indazol-5-yl)-6-(pyrrolidin-3-ylmethoxy)pyrazin-2-yl)benzonitrile FC1=C(C#N)C=CC(=C1)C1=NC(=CN=C1C1=CC2=CN(N=C2C=C1)C)OCC1CNCC1